4-(2,6-difluorobenzyl)-2-(4-((2-(3-ethoxyazetidin-1-yl)-4-methylthiazol-5-yl)oxy)phenyl)-2,4-dihydro-3H-1,2,4-triazol-3-one FC1=C(CN2C(N(N=C2)C2=CC=C(C=C2)OC2=C(N=C(S2)N2CC(C2)OCC)C)=O)C(=CC=C1)F